C(C=C)N1CC2(CNC2)C(C1)CC 6-allyl-8-ethyl-2,6-diazaspiro[3.4]octane